6-chloro-7-[(2R)-2-{[(3-chloro-pyridin-2-yl)oxy]methyl}pyrrolidin-1-yl]-4-oxo-1-(pyrrolidin-3-yl)-1,4-dihydroquinoline-3-carboxylic acid ClC=1C=C2C(C(=CN(C2=CC1N1[C@H](CCC1)COC1=NC=CC=C1Cl)C1CNCC1)C(=O)O)=O